5-(8-(1,3-dimethyl-2-oxo-1,2-dihydroquinolin-5-yl)-5,6,7,8-tetrahydropyrido[2,3-c]pyridazin-3-yl)-N-(3-(4-(2,6-dioxopiperidin-3-yl)benzofuran-2-yl)prop-2-yn-1-yl)picolinamide CN1C(C(=CC2=C(C=CC=C12)N1CCCC2=C1N=NC(=C2)C=2C=CC(=NC2)C(=O)NCC#CC=2OC1=C(C2)C(=CC=C1)C1C(NC(CC1)=O)=O)C)=O